5-Amino-3-[3-chloro-4-[2-[[3-(2,2-dimethylpropyl)isoxazol-5-yl]amino]-2-oxo-ethyl]-2-fluoro-phenyl]-1-isopropyl-pyrazole-4-carboxamide NC1=C(C(=NN1C(C)C)C1=C(C(=C(C=C1)CC(=O)NC1=CC(=NO1)CC(C)(C)C)Cl)F)C(=O)N